(dimethylamino)-3-methoxypropan CN(C)CCCOC